benzyl (6-{[2-({2-[(α-L-fucopyranosyl)oxy]ethyl}amino)-2-oxoethyl] [2-oxo-2-({2-[(α-D-mannopyranosyl)oxy]ethyl}amino)ethyl]amino}-6-oxohexyl)carbamate [C@@H]1([C@@H](O)[C@H](O)[C@H](O)[C@@H](O1)C)OCCNC(CN(C(CCCCCNC(OCC1=CC=CC=C1)=O)=O)CC(NCCO[C@@H]1[C@@H](O)[C@@H](O)[C@H](O)[C@H](O1)CO)=O)=O